(2R,3R)-methyl 2-(((benzyloxy)carbonyl)amino)-3-((1-(hydroxymethyl)cyclohexyl)methoxy)butanoate C(C1=CC=CC=C1)OC(=O)N[C@@H](C(=O)OC)[C@@H](C)OCC1(CCCCC1)CO